6-(4-(7-bromoquinoxalin-2-yl)-1H-pyrazol-1-yl)hexan-1-amine BrC1=CC=C2N=CC(=NC2=C1)C=1C=NN(C1)CCCCCCN